C(C)C(C(=O)O)(CCCCCCCCC)N.NC1=CC=C(C=C1)N1C(C=CC1=O)=O N-(4-aminophenyl)maleimide ethyl-aminoundecanoate